O=C(C(=C)C)N1CCCC1 1-(1-oxo-2-methyl-2-propenyl)-pyrrolidine